O=C1NC(CCC1N1C(C2=CC=C(C=C2C1=O)C#CCOCCC(=O)OC(C)(C)C)=O)=O tert-butyl 3-({3-[2-(2,6-dioxopiperidin-3-yl)-1,3-dioxoisoindol-5-yl]prop-2-yn-1-yl}oxy)propanoate